2-(4-(((6-((3,5-bis(trifluoromethyl)benzyl)(ethyl)amino)-5-fluoropyrimidin-4-yl)amino)methyl)-3-hydroxy-4-(hydroxymethyl)piperidin-1-yl)acetamide FC(C=1C=C(CN(C2=C(C(=NC=N2)NCC2(C(CN(CC2)CC(=O)N)O)CO)F)CC)C=C(C1)C(F)(F)F)(F)F